1,6-Dimethyl-4-[4-(4-methyl-2-piperazin-1-yl-pyrimidin-5-yl)-1-piperidinyl]pyrazolo[3,4-b]pyridine CN1N=CC=2C1=NC(=CC2N2CCC(CC2)C=2C(=NC(=NC2)N2CCNCC2)C)C